C(C)(=O)NC1=CC(=NC=N1)OC=1C=C2C=CN(C2=CC1)S(=O)(=O)NC1=CC(=C(C=C1)CN1CCN(CC1)C)C(F)(F)F 5-((6-acetamido-pyrimidin-4-yl)oxy)-N-(4-((4-methylpiperazin-1-yl)methyl)-3-(trifluoromethyl)phenyl)indole-1-sulfonamide